3,6-dichloro-2-methoxybenzoic acid methyl ester COC(C1=C(C(=CC=C1Cl)Cl)OC)=O